ClC=1C=C(C=C(C1F)Cl)C1(CC(=NO1)N1CC=2C=NC(=CC2C1)C(=O)NCC(NCC(F)(F)F)=O)C(F)(F)F 2-(5-(3,5-dichloro-4-fluorophenyl)-5-(trifluoromethyl)-4,5-dihydroisoxazol-3-yl)-N-(2-oxo-2-((2,2,2-trifluoroethyl)amino)ethyl)-2,3-dihydro-1H-pyrrolo[3,4-c]pyridine-6-carboxamide